1-((1-(tert-butyl)-1H-tetrazol-5-yl)(naphthalen-2-yl)methyl)-4-(3,5-dichloropyridin-4-yl)piperazine C(C)(C)(C)N1N=NN=C1C(N1CCN(CC1)C1=C(C=NC=C1Cl)Cl)C1=CC2=CC=CC=C2C=C1